COCC(=O)NC1=CC=C(C=C1)S(=O)(=O)NC1=C(N=CS1)C(=O)O 5-{[4-(2-methoxyacetylamino)phenyl]sulfonylamino}-1,3-thiazole-4-carboxylic acid